methyl 3-amino-2,4-dimethyl-benzoate NC=1C(=C(C(=O)OC)C=CC1C)C